BrC=1C=C(C2=C(N=CN2)C1)C 6-bromo-4-methyl-3H-1,3-benzodiazole